NC1=C2N=CN(C2=NC(=N1)C1=COC=C1)C1CCC(CC1)C(=O)NC1=CC(=CC=C1)OC 4-[6-amino-2-(furan-3-yl)-9H-purin-9-yl]-N-(3-methoxyphenyl)cyclohexanecarboxamide